NC1=C(C2=C(OCOC2)C=C1)C(=O)NCC1=CC=CC=C1 6-amino-N-benzyl-benzo[d][1,3]dioxin-5-formamide